((tetrahydro-2H-pyran-2-yl)oxy)-1H-indole-6-carboxamide O1C(CCCC1)ON1C=CC2=CC=C(C=C12)C(=O)N